BrC1=CC=CC=2C=3N(C(=NC12)NC=1C(N=CC=CC1)=O)N=C(N3)C3=C(C=C(C=C3)Cl)OC(F)F (3S)-3-({7-bromo-2-[4-chloro-2-(difluoromethoxy)phenyl][1,2,4]triazolo[1,5-c]quinazolin-5-yl}amino)azepin-2-one